5-(8-((1S,2S)-2-(cyclopropylmethyl)cyclopropyl)imidazo[1,2-b]pyridazin-6-yl)pyrimidine-2,4(1H,3H)-dione C1(CC1)C[C@@H]1[C@H](C1)C=1C=2N(N=C(C1)C=1C(NC(NC1)=O)=O)C=CN2